N1[C@@H](CCC1)C(=O)O.N[K] aminopotassium prolinate